N-(3-methoxybenzyl)-4-(2-morpholinoethyl)-N-(4-(pyrrolidin-1-yl)benzyl)thiazol-2-amine COC=1C=C(CN(C=2SC=C(N2)CCN2CCOCC2)CC2=CC=C(C=C2)N2CCCC2)C=CC1